FC=1C=C(C=C(C1)F)[C@H](CCN1CCC(CC1)N(C(CC1=CC=C(C=C1)S(=O)(=O)C)=O)CC)C1CCN(CC1)S(=O)(=O)C N-(1-{(3R)-3-(3,5-difluorophenyl)-3-[1-(methylsulfonyl)piperidin-4-yl]propyl}piperidin-4-yl)-N-ethyl-2-[4-(methylsulfonyl)phenyl]acetamide